6-methoxy-2,3-dihydro-1H-xanthene-4-carbaldehyde COC=1C=C2OC3=C(CCCC3=CC2=CC1)C=O